4-bromo-N-((1s,3s)-3-hydroxycyclobutyl)-3-chlorobenzenesulfonamide BrC1=C(C=C(C=C1)S(=O)(=O)NC1CC(C1)O)Cl